ON=C(N)C=1C=C2C=CC=NC2=CC1 N'-hydroxyquinoline-6-carboxamidine